ethyl 2-((1-((tert-butoxycarbonyl)amino)propan-2-yl)(cyclobutyl)amino)-2-oxoacetate C(C)(C)(C)OC(=O)NCC(C)N(C(C(=O)OCC)=O)C1CCC1